tris(4-allyl-2-methoxyphenyl) phosphate P(=O)(OC1=C(C=C(C=C1)CC=C)OC)(OC1=C(C=C(C=C1)CC=C)OC)OC1=C(C=C(C=C1)CC=C)OC